(4S,5R)-3-benzoyl-2-(4-methoxyphenyl)-4-phenyl-5-oxazolidinecarboxylic acid C(C1=CC=CC=C1)(=O)N1C(O[C@H]([C@@H]1C1=CC=CC=C1)C(=O)O)C1=CC=C(C=C1)OC